C1(CC1)CC1(CC2=C(C(=C(S2)NC(C)=O)C(=O)OCC)CC1)COCC(F)(F)F ethyl 6-(cyclopropylmethyl)-2-acetamido-6-[(2,2,2-trifluoroethoxy)methyl]-4,5,6,7-tetrahydro-1-benzothiophene-3-carboxylate